ClC1=NC=C(C(=N1)NC=1C=NC(=CC1)OC(F)F)[N+](=O)[O-] 2-chloro-N-(6-(difluoromethoxy)pyridin-3-yl)-5-nitropyrimidin-4-amine